C(C1=CC=CC=C1)(=O)NN1[C@H]([C@@H](CC1=O)C1=CC=C(C=C1)C)C(=O)OCC (2R,3S)-ethyl 1-benzamido-5-oxo-3-(p-tolyl)pyrrolidine-2-carboxylate